C(#N)CCN(C1=CC=CC=C1)CCOC(C)=O N-(2-cyanoethyl)-N-acetoxyethylaniline